8-(5-Benzyloxypyrimidin-2-yl)-2-(cyclopropylmethyl)-2,8-diazaspiro[4.5]decan-1-one C(C1=CC=CC=C1)OC=1C=NC(=NC1)N1CCC2(CCN(C2=O)CC2CC2)CC1